C(#N)C1=C(N=C(N1)C(C(C(F)(F)F)(F)F)(F)F)C#N.[Li] lithium dicyano-heptafluoropropyl-imidazole